triisoheptyl-cyclohexane C(CCCC(C)C)C1C(CCCC1)(CCCCC(C)C)CCCCC(C)C